2-(3-methylphenyl)-1,2,3,4-tetrahydroquinazoline CC=1C=C(C=CC1)C1NC2=CC=CC=C2CN1